S(C)(=O)(=O)O.S(C)(=O)(=O)O.P(=O)(OC)(O)O methyl dihydrogen phosphate dimesylate